C(C)(C)C1=C(C=CC(=C1)C(C)C)OP([O-])C1=CC=C(C=C1)C1=CC=C(C=C1)P([O-])[O-] (2,4-di-isopropyl-phenyl)-4,4'-biphenyldiphosphonite